C(C)(=O)N1[C@H](CC(C1)C1=CC(=C(C=C1)OC(F)F)OCC1CC1)C(=O)C=1NC=C2C=C(C=CC12)C(=O)O ((2R)-1-acetyl-4-(3-(cyclopropylmethoxy)-4-(difluoromethoxy)phenyl)pyrrolidine-2-carbonyl)isoindole-5-carboxylic acid